ClC1=CC=C(C(=N1)NC1=CC(=C(C=C1)Cl)F)[N+](=O)[O-] 6-chloro-N-(4-chloro-3-fluorophenyl)-3-nitropyridin-2-amine